1-methyl-1,5-dihydro-4H-pyrazolo[4,3-c]quinoline-4-one CN1N=CC=2C(NC=3C=CC=CC3C21)=O